BrC1=CC2=C(CS(C2)=O)C=C1 5-bromo-1,3-dihydro-2-benzothiophene 2-oxide